1-(4-((3R,4R)-3-Cyclobutyl-7-hydroxychroman-4-yl)phenyl)piperidine-4-carbaldehyde C1(CCC1)[C@H]1COC2=CC(=CC=C2[C@H]1C1=CC=C(C=C1)N1CCC(CC1)C=O)O